CN(CC(=O)N1CCC(CC1)C=1C=C2C(=C(NC2=CC1)C1=CC=2N(C(=C1)C)C=CN2)C(C)C)C 2-(dimethylamino)-1-(4-(3-isopropyl-2-(5-methylimidazo[1,2-a]pyridin-7-yl)-1H-indol-5-yl)piperidin-1-yl)ethan-1-one